C(#C)C1=CC(=C(C=C1)COC1=CC=CC(=N1)C1=CC(=C(C=C1F)CC=1N(C2=C(N1)C=CC(=C2)C(=O)O)CCOC)F)F 2-[[4-[6-[(4-ethynyl-2-fluoro-phenyl)methoxy]-2-pyridyl]-2,5-difluoro-phenyl]methyl]-3-(2-methoxyethyl)benzimidazole-5-carboxylic acid